(S)-1-(2-ethylbutoxy)-1-oxopropan C(C)C(COC(CC)=O)CC